(trimethylsilylmethyl)benzyl-D-prolinamide C[Si](C)(C)C[C@]1(N(CCC1)CC1=CC=CC=C1)C(=O)N